BrC=1C=C(C=C(C1)OC)[C@H]1C[C@H]([C@H]2[C@@H]1OC(O2)(C)C)N2C=CC1=C2N=C(N=C1NCC1=CC=C(C=C1)OC)Cl 7-[(3aS,4R,6R,6aR)-6-(3-bromo-5-methoxyphenyl)-2,2-dimethyl-tetrahydro-3aH-cyclopenta[d][1,3]dioxol-4-yl]-2-chloro-N-[(4-methoxyphenyl)methyl]pyrrolo[2,3-d]pyrimidin-4-amine